CC1=NOC(=C1C=1C=C2C(=NC1)C1=C(N2C(C2=C(C=CC=C2)C)C2CCOCC2)C(=NN1C)C(C)(C)O)C 2-(6-(3,5-dimethylisoxazol-4-yl)-1-methyl-4-((tetrahydro-2H-pyran-4-yl)(o-tolyl)methyl)-1,4-dihydropyrazolo[3',4':4,5]pyrrolo[3,2-b]pyridin-3-yl)propan-2-ol